N1=NNC(C2=C1C=CC=C2)=O 1,2,3-benzotriazin-4-one